2-((5-bromo-2-methylpyridin-3-yl)methyl)thietane 1,1-dioxide BrC=1C=C(C(=NC1)C)CC1S(CC1)(=O)=O